C(C#C)OCC1CN(C1)C(=O)OC(C)(C)C Tert-Butyl 3-(prop-2-ynoxymethyl)azetidine-1-carboxylate